C[Si](COC)(COC)C(C)(C)C methylt-butylbis(methoxymethyl)silane